N(CCCCCCCC(=O)N(CCCCCCCCCC)CCCCCCCCCC)CCCCCCCC(=O)N(CCCCCCCCCC)CCCCCCCCCC 8,8'-azanediyldi(N,N-didecyl-octanoamide)